C(CCCCCCCCCCCCCCCCCCCCCC)N n-tricosyl-amine